3-(2,2-difluoropropoxy)-5-fluoro-pyridine FC(COC=1C=NC=C(C1)F)(C)F